C1(CC1)C=1N=CS(C1)CN1CC(NC(C1)C#N)=O (2S,5R)-4-((4-cyclopropyl)thiazol-1-yl)methyl-2-oxo-1,5-dihydropyrazin-6-carbonitrile